ClC1=CC=C(C=C1)C1=NC(=NC(=C1)N1CCN(CC1)C1=CC(=C(C=C1)Cl)Cl)C=1C=NC=CC1 4-(4-chlorophenyl)-6-(4-(3,4-dichlorophenyl)piperazin-1-yl)-2-(pyridin-3-yl)pyrimidine